(1H)-quinazoline N1CN=CC2=CC=CC=C12